Methyl (1R,2S,5S)-6,6,7,7-tetramethyl-3-azabicyclo[3.2.0]heptane-2-carboxylate hydrochloride Cl.CC1([C@H]2CN[C@@H]([C@H]2C1(C)C)C(=O)OC)C